N-[(2R)-1-aminopropan-2-yl]-2-ethyl-4-[[3-[1-(2-fluoroethyl)-3-(trifluoromethyl)pyrazol-4-yl]imidazo[1,2-a]pyrazin-8-yl]amino]benzamide NC[C@@H](C)NC(C1=C(C=C(C=C1)NC=1C=2N(C=CN1)C(=CN2)C=2C(=NN(C2)CCF)C(F)(F)F)CC)=O